C(C)(C)(C)OC(=O)NC=1SC2=C(C1C#N)C(=CC=C2F)C2=C(C=C1C(=NC(=NC1=C2F)SC)N2CCN(CC2)C(=O)OC(C)(C)C)Cl tert-Butyl 4-[7-[2-(tert-butoxycarbonylamino)-3-cyano-7-fluoro-benzothiophen-4-yl]-6-chloro-8-fluoro-2-methylsulfanyl-quinazolin-4-yl]piperazine-1-carboxylate